N1(N=CC=C1)CCC=O 1H-PYRAZOLE-1-PROPANAL